O1CCN(C2=C1C=CC=C2)NC(=O)C=2C=NC1=C(C=CC=C1C2N(C)CCOC)C2=C(C(=CC(=C2)F)F)F N-(2,3-dihydro-1,4-benzoxazin-4-yl)-4-[2-methoxyethyl(methyl)amino]-8-(2,3,5-trifluorophenyl)quinoline-3-carboxamide